FC=1C=C2CN(CC2=CC1)C1=NC=CC(=N1)C1=NC=CC(=N1)C#CC=1C=C2C(=NC1)NN=C2 5-((2'-(5-Fluoroisoindolin-2-yl)-[2,4'-bipyrimidin]-4-yl)ethynyl)-1H-pyrazolo[3,4-b]pyridine